6-(2-chlorophenyl)-2-((2-methoxyphenyl)amino)-8-methyl-5-vinylpyrido[2,3-d]pyrimidin-7(8H)-one ClC1=C(C=CC=C1)C1=C(C2=C(N=C(N=C2)NC2=C(C=CC=C2)OC)N(C1=O)C)C=C